N,N-diethyl-methacrylamide tert-butyl-((S)-8-((5-bromo-2-ethoxyphenyl)sulfonyl)-1-oxa-8-azaspiro[4.5]decan-3-yl)((S)-3-(2-fluoro-3-(methylsulfonyl)phenoxy)-2-hydroxypropyl)carbamate C(C)(C)(C)OC(N(C[C@@H](COC1=C(C(=CC=C1)S(=O)(=O)C)F)O)[C@@H]1COC2(C1)CCN(CC2)S(=O)(=O)C2=C(C=CC(=C2)Br)OCC)=O.C(C)N(C(C(=C)C)=O)CC